NC1(CC1)C=1SC(=C(N1)C)OC1=C(C=C(C=C1)N1N=CN(C1=O)CC1=C(C=CC=C1F)F)F 2-(4-((2-(1-aminocyclopropyl)-4-methylthiazol-5-yl)oxy)-3-fluorophenyl)-4-(2,6-difluorobenzyl)-2,4-dihydro-3H-1,2,4-triazol-3-one